FC1=C(C=C2C(=NC=3N(C2=C1)C=CN3)NC(C)C3=CC(=CC(=C3)C(F)(F)F)[N+](=O)[O-])N3CCOCC3 (8-Fluoro-7-morpholin-4-yl-imidazo[1,2-a]quinazolin-5-yl)-[1-(3-nitro-5-trifluoromethyl-phenyl)-ethyl]-amine